C(CCCCCCCCC)C(C(=O)OCCN(C(C=CC(NCCOCCN(C)C)=O)=O)CCO)CCCCCCCCCC 13-(2-hydroxyethyl)-2-methyl-9,12-dioxo-5-oxa-2,8,13-triazapentadec-10-en-15-yl 2-decyldodecanoate